(S)-2-(((S)-7-chlorofluoro-1,2,3,4-tetrahydronaphthalen-2-yl)amino)-N-(1-(2-methyl-1-(neopentylamino)propan-2-yl)-1H-imidazol-4-yl)pentanamide ClC1=CC=C2CCC([C@H](C2=C1)F)N[C@H](C(=O)NC=1N=CN(C1)C(CNCC(C)(C)C)(C)C)CCC